C1(CC1)C=1C=CC(=C(C1)NC(=O)N1C[C@](CC1)(C1=NC=NS1)C1=CC(=C(C=C1)C)F)S(NC)(=O)=O (R)-N-(5-cyclopropyl-2-(N-methylsulfamoyl)phenyl)-3-(3-fluoro-4-methylphenyl)-3-(1,2,4-thiadiazol-5-yl)pyrrolidine-1-carboxamide